CC=1C(=C(C=C(C1)C(F)(F)F)O)C1=CC2=C(N=N1)N(CC2)[C@H]2CN(CCC2)C2COCC2 3-Methyl-2-{7-[(3R)-1-(tetrahydrofuran-3-yl)piperidin-3-yl]-6,7-dihydro-5H-pyrrolo[2,3-c]pyridazin-3-yl}-5-(trifluoromethyl)phenol